FC(CN1N=C(C2=CC=C(C=C12)NC1CCN(CC1)C(=O)OC(C)(C)C)C1=CC(=CC=C1)F)F tert-butyl 4-((1-(2,2-difluoroethyl)-3-(3-fluorophenyl)-1H-indazol-6-yl)amino)piperidine-1-carboxylate